FC1=C(CN2C(N(C(C=C2NC2=CC3=CN(N=C3C=C2Cl)C)=O)CC(C)(C)O)=O)C=C(C(=C1)F)F 1-(2,4,5-trifluorobenzyl)-6-(6-chloro-2-methyl-2H-indazol-5-ylamino)-3-(2-hydroxy-2-methylpropyl)pyrimidine-2,4(1H,3H)-dione